4,4'-bis[3-(triethoxysilyl)propylaminomethyl]2,2'-bipyridine C(C)O[Si](CCCNCC1=CC(=NC=C1)C1=NC=CC(=C1)CNCCC[Si](OCC)(OCC)OCC)(OCC)OCC